C(=O)C=1NC2=CC(=CC=C2C1)C#N 2-Formyl-1H-indole-6-carbonitrile